rac-(1R,2S)-2-(4-ethylpiperazin-1-yl)cyclohexan-1-amine C(C)N1CCN(CC1)[C@@H]1[C@@H](CCCC1)N |r|